COCOCCCC(CC(CC(C)Cl)C)C 8-chloro-4,6-dimethylnonyl methoxymethyl ether